C(C)C1=NC(=C2N1C(C(N(C2)C)=O)(C)C)C2=NC=CC1=CC=CC=C21 (3-ethyl-5,5,7-trimethyl-6-oxo-5,6,7,8-tetrahydroimidazo[1,5-a]pyrazin-1-yl)isoquinolin